C(C1=CC=CC=C1)NC1=NC(=C2C(=N1)N(N=C2)C)NCC2=CC=C(C=C2)S(=O)(=O)N 4-(((6-(Benzylamino)-1-methyl-1H-pyrazolo[3,4-d]pyrimidin-4-yl)amino)methyl)-benzenesulfonamide